FC=1C(=C2C(=NC1N(C1=NC(=CC(=C1)N(C(OC(C)(C)C)=O)C)C)C)CCO2)C2=CC[C@@H](CC2)N(C)C(=O)OC(C)(C)C |r| tert-butyl N-[2-[[6-fluoro-7-[rac-(4R)-4-[tert-butoxycarbonyl(methyl)amino] cyclohexen-1-yl]-2,3-dihydrofuro[3,2-b]pyridin-5-yl]-methyl-amino]-6-methyl-4-pyridyl]-N-methyl-carbamate